4-(pyrrolidin-1-yl)benzoyl-hydrazine hydrochloride Cl.N1(CCCC1)C1=CC=C(C(=O)NN)C=C1